5-(2-hydroxyethyl)-11-oxo-10,11-dihydro-5H-dibenzo[b,e][1,4]diazepine-8-carboxylic acid OCCN1C2=C(NC(C3=C1C=CC=C3)=O)C=C(C=C2)C(=O)O